C(CC(C)CCC=C(C)C)OCC=O Citronellyloxy-acetaldehyd